(4-chlorophenyl)-2-(6-fluoroquinoline-4-yl)spiro[3.5]nonane-7-carboxamide ClC1=CC=C(C=C1)C1C(CC12CCC(CC2)C(=O)N)C2=CC=NC1=CC=C(C=C21)F